methyl-5-(4-piperidyl)isoxazole CC1=NOC(=C1)C1CCNCC1